5-methoxy-methyl-amino-uracil COC=1C(NC(NC1NC)=O)=O